racemic-tert-butyl (1S,2R,3R,5R)-3-(cyclopropylamino)-2-fluoro-8-azabicyclo[3.2.1]octane-8-carboxylate C1(CC1)N[C@H]1[C@H]([C@@H]2CC[C@H](C1)N2C(=O)OC(C)(C)C)F |r|